N-[(2-chloroquinolin-7-yl)methyl]-N-(2-methanesulfonylpyridin-3-yl)-2-{[1-(trifluoromethyl)cyclopropyl]amino}acetamide ClC1=NC2=CC(=CC=C2C=C1)CN(C(CNC1(CC1)C(F)(F)F)=O)C=1C(=NC=CC1)S(=O)(=O)C